BrC=1C=C(C=CC1)S(=O)(=O)C=1OC2=C(C(C1)=O)C=CC=C2 ((3-bromophenyl)sulfonyl)-4H-benzopyran-4-one